6-benzyl-8-methyl-2-(methylsulfanyl)-7-oxopyrido[2,3-d]pyrimidin-5-yl trifluoromethanesulfonate FC(S(=O)(=O)OC1=C(C(N(C=2N=C(N=CC21)SC)C)=O)CC2=CC=CC=C2)(F)F